2-bromo-4-(difluoromethyl)-5-fluoropyridine BrC1=NC=C(C(=C1)C(F)F)F